C(C)(C)(C)OC(=O)N1CC=2N([C@H](C1)C)C(=NC2)C(C)=O (S)-3-acetyl-5-methyl-5,6-dihydroimidazo[1,5-a]pyrazine-7(8H)-carboxylic acid tert-butyl ester